ClC1=CC(=C(CNC(=O)[C@H]2N(C[C@@H](C2)O)C([C@H](C(C)C)C2=CC(=NO2)C)=O)C=C1)OCCCB1OC(C(O1)(C)C)(C)C (2S,4R)-N-(4-chloro-2-(3-(4,4,5,5-tetramethyl-1,3,2-dioxaborolan-2-yl)propoxy)benzyl)-4-hydroxy-1-((R)-3-methyl-2-(3-methylisoxazol-5-yl)butanoyl)pyrrolidine-2-carboxamide